2-[1-[2-[4-[4-[(2,6-dioxo-3-piperidyl)amino]phenyl]-1-piperidyl]-2-oxo-ethyl]-4-methyl-4-piperidyl]-7-isopropoxy-N-[6-(trifluoromethyl)-2-pyridyl]imidazo[1,2-a]pyridine-6-carboxamide O=C1NC(CCC1NC1=CC=C(C=C1)C1CCN(CC1)C(CN1CCC(CC1)(C)C=1N=C2N(C=C(C(=C2)OC(C)C)C(=O)NC2=NC(=CC=C2)C(F)(F)F)C1)=O)=O